N-((R)-1-(3-(difluoromethyl)-2-fluorophenyl)ethyl)-1-(1-(difluoromethyl)cyclopropyl)-4-(((1S,5R)-3-methyl-3-azabicyclo[3.1.0]hexan-1-yl)amino)-6-oxo-1,6-dihydropyridine-3-carboxamide FC(C=1C(=C(C=CC1)[C@@H](C)NC(=O)C1=CN(C(C=C1N[C@@]12CN(C[C@H]2C1)C)=O)C1(CC1)C(F)F)F)F